C(C(C)C)(=O)N1C(=NC(=C1)C1=CC=C(C=C1)C)C1N(CCCC1)C(C(CC)C)=O 1-(2-(1-isobutyryl-4-(p-tolyl)-1H-imidazol-2-yl)piperidin-1-yl)-2-methylbutan-1-one